NC(C(CO)(CO)NC(=O)C1=C(OC2=C1C=C(C=C2)[C@H]2[C@@H](C2)C2=CC=CC=C2)C)=O N-(1-amino-3-hydroxy-2-(hydroxymethyl)-1-oxopropan-2-yl)-2-methyl-5-(trans-2-phenylcyclopropyl)benzofuran-3-carboxamide